CN1C=C(C=CC1=O)CC(=O)NC1=CC=C2C(=N1)NC=C2C(F)(F)F 2-(1-methyl-6-oxo-1,6-dihydropyridin-3-yl)-N-(3-(trifluoromethyl)-1H-pyrrolo[2,3-b]pyridin-6-yl)acetamide